NC1=C(N=CC2=C(C=CC=C12)C1=C(C=NN1)Cl)C(=O)NCCC 4-amino-8-(4-chloro-1H-pyrazol-5-yl)-N-propylisoquinoline-3-carboxamide